methyl 5-[[4-[((trans)-4-cyanotetrahydropyran-3-yl)amino]-5-methyl-pyrimidin-2-yl]amino]-3-methoxy-2-(trifluoromethylsulfonyloxy)benzoate C(#N)[C@H]1[C@@H](COCC1)NC1=NC(=NC=C1C)NC=1C=C(C(=C(C(=O)OC)C1)OS(=O)(=O)C(F)(F)F)OC